methyl-3-((6-amino-5-carbamoyl-4'-sulfamoyl-[1,1'-biphenyl]-3-yl)oxy)benzoic acid CC1=C(C(=O)O)C=CC=C1OC=1C=C(C(=C(C1)C(N)=O)N)C1=CC=C(C=C1)S(N)(=O)=O